hydroxyethyl-bisphenol A OCCC1=C(O)C=CC(=C1)C(C)(C)C1=CC=C(C=C1)O